(sulfamoylamino)methyl-1,6-diazabicyclo[3.2.1]oct-3-ene-2-carboxamide S(N)(=O)(=O)NCC1(N2CNC(C=C1)C2)C(=O)N